CC1=CC(OC2=CC(=CC=C12)CCCN)=O 4-methyl-7-(3-aminopropyl)-coumarin